(R)-1-(4-((5-(1-(3,3-difluorocyclobutyl)-1H-benzo[d][1,2,3]triazol-6-yl)-4-methoxypyrrolo[2,1-f][1,2,4]triazin-2-yl)amino)-3,3-difluoropiperidin-1-yl)ethan-1-one-2,2,2-d3 FC1(CC(C1)N1N=NC2=C1C=C(C=C2)C=2C=CN1N=C(N=C(C12)OC)N[C@H]1C(CN(CC1)C(C([2H])([2H])[2H])=O)(F)F)F